7-ethylamino-6-methyl-4-trifluoromethyl-coumarin C(C)NC1=C(C=C2C(=CC(OC2=C1)=O)C(F)(F)F)C